tert-Butyl 4-(6-((4-(3',5'-dimethyl-4'-oxo-5',6'-dihydro-4'H-spiro[cyclopropane-1,7'-thieno[3,2-c]pyridin]-2'-yl)-5-fluoropyrimidin-2-yl)amino)pyridazin-3-yl)piperidine-1-carboxylate CC1=C(SC2=C1C(N(CC21CC1)C)=O)C1=NC(=NC=C1F)NC1=CC=C(N=N1)C1CCN(CC1)C(=O)OC(C)(C)C